diethyl 2-(6-(((tert-butyldimethylsilyl) oxy) methyl) pyridin-3-yl)-2-methylmalonate [Si](C)(C)(C(C)(C)C)OCC1=CC=C(C=N1)C(C(=O)OCC)(C(=O)OCC)C